ClC=1C=C(C=CC1F)N(C(=O)[C@H]1N(C(N(C1)CCC(CO)O)=O)C1=NC(=CC(=C1)C(F)(F)F)C)C (4S)-N-(3-chloro-4-fluorophenyl)-1-(3,4-dihydroxybutyl)-N-methyl-3-(6-methyl-4-(trifluoromethyl)pyridin-2-yl)-2-oxoimidazolidine-4-carboxamide